S1C=CC2=C1C=C1N2CCNC1=O 6,7-dihydrothieno[2',3':4,5]pyrrolo[1,2-a]pyrazin-8(5H)-one